4-((diphenylmethoxy)methyl)-2-methoxyphenol C1(=CC=CC=C1)C(OCC1=CC(=C(C=C1)O)OC)C1=CC=CC=C1